Decyl (perfluorophenyl) carbonate C(OCCCCCCCCCC)(OC1=C(C(=C(C(=C1F)F)F)F)F)=O